2-(4-(4-(aminomethyl)-1-oxo-1,2-dihydrophthalazin-6-yl)-1-methyl-1H-pyrazol-5-yl)-6-chlorobenzonitrile NCC1=NNC(C2=CC=C(C=C12)C=1C=NN(C1C1=C(C#N)C(=CC=C1)Cl)C)=O